IC1=C(C2=C(S1)CCC2)C(=O)OC methyl 2-iodo-4H,5H,6H-cyclopenta[b]thiophene-3-carboxylate